C(C)(C)(C)OC(=O)N1CC=C(CC1)C=1C=C2C(N(CC2=CC1)C(C1=C(C=CC(=C1)F)OC)C1=NC2=C(N1)C=CC=C2)=O 4-(2-((1H-benzo[d]imidazol-2-yl)(5-fluoro-2-methoxyphenyl)methyl)-3-oxoisoindol-5-yl)-5,6-dihydropyridine-1(2H)-carboxylic acid tert-butyl ester